2-((2s,3r,4r)-5-chloro-6-fluoro-3-(hydroxymethyl)-2-((methylamino)methyl)-2-phenyl-2,3-dihydrobenzofuran-4-yl)-3-fluoro-4-methoxybenzamide ClC=1C(=CC2=C([C@@H]([C@](O2)(C2=CC=CC=C2)CNC)CO)C1C1=C(C(=O)N)C=CC(=C1F)OC)F